1-(4-fluorobenzyl)-6-(4-methoxy-5H-pyrrolo[3,2-d]pyrimidin-5-yl)-2-methyl-1H-imidazo[4,5-b]pyridine FC1=CC=C(CN2C(=NC3=NC=C(C=C32)N3C=CC=2N=CN=C(C23)OC)C)C=C1